C1(=CC=CC=C1)NC=1C=CC2=C(NC(=N2)NC(OC)=O)C1 methyl (6-(phenylamino)-1H-benzo[d]imidazol-2-yl)carbamate